FC1=C2CC(CC2=CC=C1)NC(=O)C1=CC=NC=2N1N=C(C2C(=O)N)COC N7-(4-fluoroindan-2-yl)-2-(methoxymethyl)pyrazolo[1,5-a]pyrimidine-3,7-dicarboxamide